CN1N=CC2=CC=C(C=C12)C#CC1=CC=C(OC2=C(N=NN2)C(=O)O)C=C1 5-(4-(2-(1-Methyl-1H-indazol-6-yl)ethynyl)phenoxy)-1H-1,2,3-triazole-4-carboxylic acid